undecanyl ether C(CCCCCCCCCC)OCCCCCCCCCCC